FC1=CC=C(CNC2=NC=C(C=N2)C=2C=CC3=C(N(C(N3)=O)C)C2)C=C1 6-(2-((4-Fluorobenzyl)amino)pyrimidin-5-yl)-1-methyl-1H-benzo[d]imidazol-2(3H)-one